N-((S)-3-(4-((3,5-dichloro-4-((R)-3-chloro-2-hydroxypropoxy)phenyl)sulfonyl)phenoxy)-2-hydroxypropyl)methanesulfonamide ClC=1C=C(C=C(C1OC[C@H](CCl)O)Cl)S(=O)(=O)C1=CC=C(OC[C@H](CNS(=O)(=O)C)O)C=C1